C(C1CO1)OCCCC=C[SiH](OCC)OCC γ-glycidoxypropylvinyldiethoxysilane